dioxolane-2-on O1C(OCC1)=O